CC1(CC1)C1CC(C=2N1N=CC2)NCC[C@]2(CCOC1(CCCC1)C2)C2=NC=CC=C2 6-(1-methylcyclopropyl)-N-(2-((R)-9-(pyridin-2-yl)-6-oxaspiro[4.5]decan-9-yl)ethyl)-5,6-dihydro-4H-pyrrolo[1,2-b]pyrazol-4-amine